C(C)(C)(C)OC(=O)N1CCNC(C1)CC(=O)N(C)CCO 5-(2-((2-hydroxyethyl)(methyl)amino)-2-oxoethyl)piperazine-1-carboxylic acid tert-butyl ester